OC=1C=C(C=CC1O)C1=NOC(=C1)C(=O)N\N=C\[C@]1([C@@H](N2C(C[C@H]2S1(=O)=O)=O)C(=O)O)C (2s,3R,5R)-3-((e)-(2-(3-(3,4-dihydroxyphenyl)isoxazole-5-carbonyl)hydrazono)methyl)-3-methyl-7-oxo-4-thia-1-azabicyclo[3.2.0]heptane-2-carboxylic acid 4,4-dioxide